N1CCCC12CCCC2 1-azaspiro[4.4]nonane